NCC1(CC(CC(C1)(C)C)NCCCCCCCCCCCCN)C N'-[3-(aminomethyl)-3,5,5-trimethyl-cyclohexyl]dodecan-1,12-diamin